COCCS(=O)(=O)N1N=CC2=C(C=CC=C12)[N+](=O)[O-] 1-((2-methoxyethyl)sulfonyl)-4-nitro-1H-indazole